4,6-bis(3,6-dicyano-9H-carbazol-9-yl)isophthalic acid C(#N)C=1C=CC=2N(C3=CC=C(C=C3C2C1)C#N)C1=C(C=C(C(=O)O)C(=C1)N1C2=CC=C(C=C2C=2C=C(C=CC12)C#N)C#N)C(=O)O